N-(1-((S)-4-bromo-5-chloro-6-fluoro-2-phenyl-2,3-dihydrobenzofuran-2-yl)-2-(2-methyl-oxiran-2-yl)ethyl)-2-methylpropane-2-sulfonamide BrC1=C(C(=CC2=C1C[C@](O2)(C2=CC=CC=C2)C(CC2(OC2)C)NS(=O)(=O)C(C)(C)C)F)Cl